FC(CN1N=NC2=C1C=C(C=C2)C2=CNC=1N=C(N=CC12)NC1CC2(C1)CCN(CC2)C(C)=O)F 1-(2-((5-(1-(2,2-difluoroethyl)-1H-benzo[d][1,2,3]triazol-6-yl)-7H-pyrrolo[2,3-d]pyrimidin-2-yl)amino)-7-azaspiro[3.5]nonan-7-yl)ethan-1-one